3-(1H-indol-3-yl)-3-oxopropanenitrile N1C=C(C2=CC=CC=C12)C(CC#N)=O